OCC[N+]1=CC=CC=C1 1-(2-hydroxyethyl)pyridin-1-ium